(2-amino-3-(3-(4-(cyclopent-1-en-1-ylmethyl)benzyl)isoxazol-5-yl)pyridin-1-ium-1-yl)methyl hydrogen phosphate P(=O)(OC[N+]1=C(C(=CC=C1)C1=CC(=NO1)CC1=CC=C(C=C1)CC1=CCCC1)N)(O)[O-]